decanoyl-2-hydroxysn-glycero-3-phosphocholine C(CCCCCCCCC)(=O)C(OP(OC[C@@H](CO)OO)(=O)[O-])C[N+](C)(C)C